C(C)(C)C1=NC=CC=C1C1=NC=C2NC(N(C2=N1)CC1=CC=C(C=C1)N1N=C(C=C1C)OC)=O 2-(2-isopropylpyridin-3-yl)-9-(4-(3-methoxy-5-methyl-1H-pyrazol-1-yl)benzyl)-7,9-dihydro-8H-purin-8-one